[Cl-].C(C)(=O)OCC[N+](C)(C)C 2-acetoxyethyltrimethylammonium chloride